Tert-butyl (2S,4R)-2-((1-(4H-chromeno[3,4-d]thiazol-7-yl)ethyl)formamido)-4-hydroxypyrrolidine-1-carboxylate S1C=NC2=C1C=1C=CC(=CC1OC2)C(C)C(=O)N[C@H]2N(C[C@@H](C2)O)C(=O)OC(C)(C)C